C(C)(C)(C)OC(N[C@@H]1COCC[C@H]1C#N)=O ((trans)-4-cyanotetrahydro-2H-pyran-3-yl)carbamic acid tert-butyl ester